COC1=NC=C(C=N1)C=1SC(=CN1)CNC(=O)C1=CC2=C(OC3=C(C(N2)=O)C=CC=C3)C=C1 N-((2-(2-methoxypyrimidin-5-yl)thiazol-5-yl)methyl)-11-oxo-10,11-dihydrodibenzo[b,f][1,4]oxazepine-8-carboxamide